4-(4-bromophenyl)-4,6,7,8-tetrahydro-2H-chromene-2,5(3H)-dione BrC1=CC=C(C=C1)C1CC(OC=2CCCC(C12)=O)=O